C(C1=CC=CC=C1)(=O)C1=C(SC(=C1C)C)NC(CCl)=O N-(3-benzoyl-4,5-dimethylthiophen-2-yl)-2-chloroacetamide